2-chloro-8-(4-(1-methyl-4-(trifluoromethyl)-1H-imidazol-2-yl)benzyl)pteridin-7(8H)-one ClC1=NC=2N(C(C=NC2C=N1)=O)CC1=CC=C(C=C1)C=1N(C=C(N1)C(F)(F)F)C